tetrasodium glutamic acid diacetate C(CN([C@@H](CCC(=O)O)C(=O)O)CC(=O)[O-])(=O)[O-].[Na+].[Na+].[Na+].[Na+].N([C@@H](CCC(=O)O)C(=O)O)(CC(=O)[O-])CC(=O)[O-]